ClC=1C=CC2=CC=C3C(=CC(=NC3=C2N1)C1=CC=CC=C1)CC 9-chloro-4-ethyl-2-phenyl-1,10-phenanthroline